6-(cyclohexylmethyl)-3-(1H-imidazol-5-yl)-2-(3-(trifluoromethyl)-1H-1,2,4-triazol-5-yl)imidazo[1,2-a]pyrimidine, trifluoroacetic acid salt FC(C(=O)O)(F)F.C1(CCCCC1)CC=1C=NC=2N(C1)C(=C(N2)C2=NC(=NN2)C(F)(F)F)C2=CN=CN2